ClC=1C=C(C=2N(N1)C=C(N2)C)C(=O)OCC ethyl 6-chloro-2-methyl-imidazo[1,2-b]pyridazine-8-carboxylate